Acetylacetone iron [Fe].C(C)(=O)CC(C)=O